COC1=CC=C(CN(S(=O)(=O)C2=NN3C(C(OCC3(C)C)=O)=C2)CC2=CC=C(C=C2)OC)C=C1 N,N-bis(4-methoxybenzyl)-7,7-dimethyl-4-oxo-6,7-dihydro-4H-pyrazolo[5,1-c][1,4]oxazine-2-sulfonamide